1-((3-((1R,5R,6S)-3-(4-Chloropyridin-2-yl)bicyclo[3.1.0]hex-2-en-6-yl)-1,2,4-oxadiazol-5-yl)methyl)-7-methyl-1,7-dihydro-6H-purin-6-one ClC1=CC(=NC=C1)C1=C[C@@H]2[C@H]([C@@H]2C1)C1=NOC(=N1)CN1C=NC=2N=CN(C2C1=O)C